1-oxopropan-2-yl-pyrrolidine-1-carboxylate O=CC(C)OC(=O)N1CCCC1